FC(C(=O)N1CCCCC1)(F)F 1-(trifluoroacetyl)piperidine